N-(2-phenoxy-phenyl-ethyl)-glycine O(C1=CC=CC=C1)C1=C(C=CC=C1)CCNCC(=O)O